6-(2,6-dichlorophenyl)-8-methyl-2-((3-(methyl-thio)phenyl)amino)pyrido[2,3-d]pyrimidin-7(8H)-one ClC1=C(C(=CC=C1)Cl)C1=CC2=C(N=C(N=C2)NC2=CC(=CC=C2)SC)N(C1=O)C